C[Si](C)(C)N([Si](C)(C)C)[Li] di-(trimethylsilyl)aminolithium